tert-Butyl 4-((3-aminopyridin-2-yl)amino)-4-methylpiperidine-1-carboxylate NC=1C(=NC=CC1)NC1(CCN(CC1)C(=O)OC(C)(C)C)C